N-tert-butyl-8-(2-carbamoyl-5-fluoropyridin-4-yl)-1-(3,5-dichlorophenyl)-7-methoxy-N-methyl-1,4-dihydrochromeno[4,3-c]pyrazole-3-carboxamide C(C)(C)(C)N(C(=O)C=1C2=C(N(N1)C1=CC(=CC(=C1)Cl)Cl)C=1C=C(C(=CC1OC2)OC)C2=CC(=NC=C2F)C(N)=O)C